FC1=C(C(=O)N(C2=NC(=CC=C2)C)CC(CCCCCCCCCCCCCCCCCCCCO)(C)C)C=CC(=C1)OC 2-fluoro-N-(22-hydroxy-2,2-dimethyl-behenyl)-4-methoxy-N-(6-methylpyridin-2-yl)benzamide